CCCCCCCC(=O)SCCNC(=O)CCNC(=O)[C@@H](C(C)(C)COP(=O)([O-])OP(=O)([O-])OC[C@@H]1[C@H]([C@H]([C@@H](O1)N2C=NC3=C(N=CN=C32)N)O)OP(=O)([O-])[O-])O The molecule is an acyl-CoA(4-) that is the tetraanion of octanoyl-CoA, arising from deprotonation of phosphate and diphosphate functions. It has a role as a human metabolite and a Saccharomyces cerevisiae metabolite. It is a saturated fatty acyl-CoA(4-) and a medium-chain fatty acyl-CoA(4-). It is a conjugate base of an octanoyl-CoA.